COC(=O)[C@H](C(=O)N[C@@H](CC1=C(C=CC=C1)NS(O)(=O)=O)C=1N=C(SC1)C=1SC=CC1C)CC1=CC=CC=C1 (S)-2-[(S)-2-(Methoxycarbonyl)-3-phenylpropanamido-2-[2-(3-methylthiophen-2-yl)thiazol-4-yl]ethyl]phenylsulfamic acid